(5-(4-(4-cyanophenyl)-4-fluoropiperidine-1-carbonyl)-2-cyclobutyl-4-methylphenyl)-6,7-dihydro-3H-imidazo[4,5-c]Pyridine-5(4H)-carboxylic acid methyl ester COC(=O)N1CC2=C(CC1)N=C(N2)C2=C(C=C(C(=C2)C(=O)N2CCC(CC2)(F)C2=CC=C(C=C2)C#N)C)C2CCC2